glutamine pyruvate C(C(=O)C)(=O)O.N[C@@H](CCC(N)=O)C(=O)O